N,1-diisopropyl-4-mesitylbenzimidazol-2-amine C(C)(C)NC1=NC2=C(N1C(C)C)C=CC=C2C2=C(C=C(C=C2C)C)C